C(C)[SiH](COC)CC=C ethyl-2-propenyl-methoxymethylsilane